(S)-8-cyclopentyl-2-((1-(methylsulfonyl)piperidin-3-yl)amino)-7-oxo-7,8-dihydropyrido[2,3-d]pyrimidine-6-carbonitrile C1(CCCC1)N1C(C(=CC2=C1N=C(N=C2)N[C@@H]2CN(CCC2)S(=O)(=O)C)C#N)=O